tert-butyl 4-[(1r,3r)-3-([4-[3-(3-amino-6-chloropyridazin-4-yl)-3,8-diazabicyclo[3.2.1]octan-8-yl]pyridin-2-yl]oxy)cyclobutoxy]piperidine-1-carboxylate NC=1N=NC(=CC1N1C[C@H]2CCC(C1)N2C2=CC(=NC=C2)OC2CC(C2)OC2CCN(CC2)C(=O)OC(C)(C)C)Cl